CC1=CC=C(CN2C(C3=CC=C(C=C3C2=O)NC(=O)C2=CC(=NN2C2=NC=CC=C2Cl)Br)=O)C=C1 N-(2-(4-methylbenzyl)-1,3-dioxo-5-isoindolyl)-3-bromo-1-(3-chloro-2-pyridinyl)-1H-pyrazole-5-carboxamide